(2S,3S)-1-[3-cyano-6-methyl-4-(trifluoromethyl)-2-pyridyl]-3-hydroxy-N-(m-tolyl)pyrrolidine-2-carboxamide C(#N)C=1C(=NC(=CC1C(F)(F)F)C)N1[C@@H]([C@H](CC1)O)C(=O)NC=1C=C(C=CC1)C